(S)-1-amino-2-(1-(tert-butoxycarbonyl)pyrrolidin-2-yl)-4-(4-((5-methylpyridin-2-yl)carbamoyl)phenyl)-1H-imidazole-5-carboxylic acid NN1C(=NC(=C1C(=O)O)C1=CC=C(C=C1)C(NC1=NC=C(C=C1)C)=O)[C@H]1N(CCC1)C(=O)OC(C)(C)C